C(C)OC(C=C=CC(C1=CC=CC=C1)OC(C)=O)=O 5-acetoxy-5-phenylpentane-2,3-dienoic acid ethyl ester